ClC1=NC=2N(C(N(C(C2N1CCC)=O)C)=O)C 8-chloro-1,3-dimethyl-7-propyl-1H-purine-2,6(3H,7H)-dione